OC1=C(C(N(C=C1C)C)=O)NC(N[C@@H](CC(=O)OCC)C=1SC(=CC1)C1=CC=CC=C1)=O Ethyl (S)-3-(3-(4-Hydroxy-1,5-dimethyl-2-oxo-1,2-dihydropyridin-3-yl)ureido)-3-(5-phenylthiophen-2-yl)propanoat